1-methyl-1,4-diazepan-5-one CN1CCNC(CC1)=O